N,N-diphenyl-4-(5-(quinoline-4-yl)thiophene-2-yl)aniline 2,5-dioxopyrrolidin-1-yl-(4-((2-(diethylamino)ethyl)carbamoyl)phenyl)carbamate O=C1N(C(CC1)=O)N(C(O)=O)C1=CC=C(C=C1)C(NCCN(CC)CC)=O.C1(=CC=CC=C1)N(C1=CC=C(C=C1)C=1SC(=CC1)C1=CC=NC2=CC=CC=C12)C1=CC=CC=C1